(2S,4S)-1-(tert-butoxycarbonyl)-4-(tert-butyldimethylsiloxy)-2-methylpyrrolidine-2-carboxylic acid C(C)(C)(C)OC(=O)N1[C@@](C[C@@H](C1)O[Si](C)(C)C(C)(C)C)(C(=O)O)C